1-[3-(4-Bromo-2-methyl-2H-pyrazol-3-yl)-4-methoxyphenyl]-3-(3,5-difluorophenyl)-urea BrC1=C(N(N=C1)C)C=1C=C(C=CC1OC)NC(=O)NC1=CC(=CC(=C1)F)F